NC1=NC=2C=C(C(=CC2C2=C1COC2)C(=O)OCC)C#N ethyl 4-amino-7-cyano-1,3-dihydrofuro[3,4-c]quinoline-8-carboxylate